9-hydroxyanthracene-2-carboxylic acid OC=1C2=CC=CC=C2C=C2C=CC(=CC12)C(=O)O